BrC=1C=C2C(C(NC2=CC1)=O)=NN=C1SCC(N1C1=CC=C(C=C1)C)=O 5-bromo-3-(2-(3-(4-methylphenyl)-4-oxothiazolidin-2-ylidene)hydrazono)-1H-indol-2-one